(1-Methyl-1H-1,2,4-triazol-3-yl)methyl (1-((3-chloro-4-fluorophenyl) carbamoyl)-2,3-dimethyl-2,4,5,6-tetrahydrocyclopenta[c]pyrrol-4-yl)carbamate ClC=1C=C(C=CC1F)NC(=O)C=1N(C(=C2C1CCC2NC(OCC2=NN(C=N2)C)=O)C)C